Dimethyliridium C[Ir]C